BrC1=CC=C2C(N(C(=NC2=C1)[C@H](CC1=CC(=CC(=C1)F)F)NC(OC(C)(C)C)=O)C1=CC=C(C=C1)S(=O)(=O)N1CCOCC1)=O (S)-tert-butyl (1-(7-bromo-3-(4-(morpholinosulfonyl)phenyl)-4-oxo-3,4-dihydroquinazolin-2-yl)-2-(3,5-difluorophenyl)ethyl)carbamate